(3R)-3-[(2S)-3-[5-(aminomethyl)-1-benzothiophene-3-yl]-1-(tert-butoxy)-1-oxopropane-2-yl]pyrrolidine-1-carboxylic acid tert-butyl ester C(C)(C)(C)OC(=O)N1C[C@H](CC1)[C@@H](C(=O)OC(C)(C)C)CC1=CSC2=C1C=C(C=C2)CN